CC1(C2=CC=CC=C2C=2C=CC(=CC12)N)C 9,9-dimethyl-9H-fluoren-2-yl-amine